[Cu].[N+](=O)([O-])C1=NNC=N1 3-nitro-1,2,4-triazole copper